OC[C@H](/C=C/C1=CC=C(C=C1)C1=CC=C(C=C1)C1CC(C1)C(=O)OC)N1C(=NC=C1)[C@H](C)O methyl 3-(4'-((S,E)-4-hydroxy-3-(2-((S)-1-hydroxy ethyl)-1H-imidazol-1-yl)but-1-en-1-yl)-[1,1'-biphenyl]-4-yl)cyclobutane-1-carboxylate